3-benzyl-1-(trans-4-((5-cyanopyridin-2-yl)amino)cyclohexyl)-1-(4-(pyridin-4-yl)phenyl)urea C(C1=CC=CC=C1)NC(N(C1=CC=C(C=C1)C1=CC=NC=C1)[C@@H]1CC[C@H](CC1)NC1=NC=C(C=C1)C#N)=O